C(#N)CCN(CCC#N)C1=CC=C(C=O)C=C1 4-(N,N-bis-(2-cyanoethyl)-amino)-benzaldehyde